5-chloro-1'-[2-(3-chloro-4-methanesulfonylphenoxy)ethyl]-1,2-dihydrospiro[indole-3,4'-piperidin]-2-one ClC=1C=C2C(=CC1)NC(C21CCN(CC1)CCOC1=CC(=C(C=C1)S(=O)(=O)C)Cl)=O